FC1=C(C=C(C(=C1)F)F)C1=NNC(=C1O)C 3-(2,4,5-trifluorophenyl)-5-methyl-pyrazol-4-ol